C(C)(=O)O[C@@H](CCC(C)C)[C@@H](C)[C@H]1CC[C@H]2[C@@H]3CC=C4C[C@H](CC[C@]4(C)[C@H]3CC[C@]12C)O 22(S)-Acetoxycholest-5-en-3β-ol